The molecule is a branched amino pentasaccharide comprising a linear chain of alpha-sialyl, beta-D-galactosyl, N-acetyl-beta-D-glucosaminyl and N-acetyl-alpha-D-galactosaminyl residues, linked (2->3), (1->4) and (1->3) respectively, with an alpha-L-fucosyl residue linked to the N-acetyl-beta-D-glucosaminyl residue. It derives from an alpha-L-Fucp-(1->3)-[beta-D-Galp(1->4)]-beta-D-GlcpNAc-(1->3)-alpha-D-GalpNAc. C[C@H]1[C@H]([C@H]([C@@H]([C@@H](O1)O[C@@H]2[C@H]([C@@H](O[C@@H]([C@H]2O[C@H]3[C@@H]([C@H]([C@H]([C@H](O3)CO)O)O[C@@]4(C[C@@H]([C@H]([C@@H](O4)[C@@H]([C@@H](CO)O)O)NC(=O)C)O)C(=O)O)O)CO)O[C@@H]5[C@H]([C@H](O[C@@H]([C@@H]5O)CO)O)NC(=O)C)NC(=O)C)O)O)O